3,6,9,12,15,18-hexaoxaeicosanoic acid C(COCCOCCOCCOCCOCCOCC)(=O)O